(1-(tert-butyl)-3-(4-chloro-3-fluorophenyl)-1H-pyrrolo[2,3-b]pyridin-6-yl)((1R,3s,5S)-3-hydroxy-8-azabicyclo[3.2.1]octan-8-yl)methanone C(C)(C)(C)N1C=C(C=2C1=NC(=CC2)C(=O)N2[C@H]1CC(C[C@@H]2CC1)O)C1=CC(=C(C=C1)Cl)F